C(C)C1=C(C=CC=C1)NC(C(=O)N)=O N'-(2-ethylphenyl)-ethanediamide